3-fluoro-N-(5-(2-(4-(trifluoromethyl)phenoxy)ethyl)-1H-indol-3-yl)bicyclo[1.1.1]pentane-1-carboxamide FC12CC(C1)(C2)C(=O)NC2=CNC1=CC=C(C=C21)CCOC2=CC=C(C=C2)C(F)(F)F